ClC1=CC=C(C=C1)C=1C=C(C(=NC1)C(=O)N=C1SC(=NN1C)C(F)(F)F)SCC 5-(4-chlorophenyl)-3-ethylsulfanyl-N-[3-methyl-5-(trifluoromethyl)-1,3,4-thiadiazol-2-ylidene]pyridine-2-carboxamide